C(C)(=O)C=1C=C(C=CC1)NC(=O)C1=CC2=C(N1CCC1=CC=CC=C1)C=CS2 N-(3-acetylphenyl)-4-(2-phenylethyl)thieno[3,2-b]pyrrole-5-carboxamide